BrC1=C(SC2=C1N=C(NC2=O)[C@@H]2N1CCC(C2)CC1)C=1C=NNC1 |o1:11| (R or S)-7-bromo-6-(1H-pyrazol-4-yl)-2-(quinuclidin-2-yl)thieno[3,2-d]pyrimidin-4(3H)-one